2-(7-bromobenzofuran-5-yl)-2-(2-(2-ethoxy-2-oxoethyl)phenoxy)acetic acid ethyl ester C(C)OC(C(OC1=C(C=CC=C1)CC(=O)OCC)C=1C=C(C2=C(C=CO2)C1)Br)=O